9,9-bis(4-hydroxyphenyl)-fluorene-2,7-diol OC1=CC=C(C=C1)C1(C2=CC(=CC=C2C=2C=CC(=CC12)O)O)C1=CC=C(C=C1)O